(2R)-2-methyl-3-oxo-N-((R or S)-(4-(trifluoromethoxy)phenyl)(3-(trifluoromethyl)-1H-pyrazol-5-yl)methyl)piperazine-1-carboxamide C[C@H]1N(CCNC1=O)C(=O)N[C@@H](C1=CC(=NN1)C(F)(F)F)C1=CC=C(C=C1)OC(F)(F)F |o1:11|